6-(4-tert-butyl-5-chloro-2-methyl-phenyl)-4-oxo-1H-pyridine-3-carboxamide C(C)(C)(C)C1=CC(=C(C=C1Cl)C1=CC(C(=CN1)C(=O)N)=O)C